1,7-Nonanediamine C(CCCCCC(CC)N)N